N-(4-amino-1H-pyrazolo[4,3-c]pyridin-7-yl)-N',N'-bis[1-(4-fluorophenyl)ethyl]oxamide NC1=NC=C(C2=C1C=NN2)NC(=O)C(=O)N(C(C)C2=CC=C(C=C2)F)C(C)C2=CC=C(C=C2)F